CN1C(C(=C(C=C1)[O-])NC(N[C@@H](CC(=O)[O-])C=1C=C(C=C(C1)OC(F)(F)F)C1=CC=CC=C1)=O)=O.[Na+].[Na+] Natrium (S)-3-(3-(1-Methyl-4-oxido-2-oxo-1,2-dihydropyridin-3-yl)ureido)-3-(5-(trifluoromethoxy)biphenyl-3-yl)propanoat